2-methyl-1-(thien-2-yl)prop-2-en-1-ol cis-methyl-4-aminocyclohexanecarboxylate CC1(CCC(CC1)N)C(=O)OC(C(=C)C)C=1SC=CC1